N[C@H]1CN(CCC1)C(=O)C=1C=CC=2N(C1)N=C(C2C)C=2N(C1=C(C=CC=C1C2)C2CCN(CC2)C(=O)OC)CC2CC2 Methyl (R)-4-(2-(6-(3-aminopiperidine-1-carbonyl)-3-methylpyrazolo[1,5-a]pyridin-2-yl)-1-(cyclopropylmethyl)-1H-indol-7-yl)piperidine-1-carboxylate